4-(1-{[7-chloro-3-(4-trifluoromethylphenoxy)-imidazo[1,2-a]pyridine-5-carbonyl]amino}cyclopropyl)benzoic acid ClC1=CC=2N(C(=C1)C(=O)NC1(CC1)C1=CC=C(C(=O)O)C=C1)C(=CN2)OC2=CC=C(C=C2)C(F)(F)F